tricyclopentylphosphine C1(CCCC1)P(C1CCCC1)C1CCCC1